N-(5-(5-cyclopropoxybenzo[d]oxazol-2-yl)-8-(methylamino)-2,7-naphthyridin-3-yl)cyclopropanecarboxamide C1(CC1)OC=1C=CC2=C(N=C(O2)C2=C3C=C(N=CC3=C(N=C2)NC)NC(=O)C2CC2)C1